C(CCC)[C@H]1N(S(C2=C(N(C1)C1=CC=CC=C1)C=C(C(=C2)OCC(C(=O)O)(C)C)SC)(=O)=O)C (R)-3-((3-butyl-2-methyl-7-(methylthio)-1,1-dioxido-5-phenyl-2,3,4,5-tetrahydro-1,2,5-benzothiadiazepin-8-yl)oxy)-2,2-dimethylpropanoic acid